rac-[(2,3-dioctadecyloxypropyl)(2-hydroxyethyl)]-dimethylammonium chloride CCCCCCCCCCCCCCCCCCOCC(CC(C[NH+](C)C)O)OCCCCCCCCCCCCCCCCCC.[Cl-]